(R)-3-Fluoro-2-((R)-3-methylmorpholin-4-yl)-9-(2-oxopropyl)-6-trifluoromethyl-6,7,8,9-tetrahydro-pyrimido[1,2-a]-pyrimidin-4-one FC1=C(N=C2N(C1=O)[C@H](CCN2CC(C)=O)C(F)(F)F)N2[C@@H](COCC2)C